[Pb].CNC dimethylamine lead